2,3-dimethoxyphenylcyclopropanecarboxylate COC1=C(C=CC=C1OC)OC(=O)C1CC1